tert-butyl 3-[4-[(7-fluoro-2-methyl-indazol-5-yl)carbamoyl]-2-methoxy-1,3-benzothiazol-7-yl]-3,8-diazabicyclo[3.2.1]octane-8-carboxylate FC1=CC(=CC2=CN(N=C12)C)NC(=O)C1=CC=C(C2=C1N=C(S2)OC)N2CC1CCC(C2)N1C(=O)OC(C)(C)C